COC1=CC=C(C=C1)C1=NN=C(S1)N (4-methoxyphenyl)-1,3,4-thiadiazole-2-amine